Trans-racemic-benzyl (2R,4S)-4-hydroxy-2-methylpiperidine-1-carboxylate O[C@@H]1C[C@H](N(CC1)C(=O)OCC1=CC=CC=C1)C |r|